C(C)(C)(C)OC(=O)N1C2CN(CCC1CC2)CC2=CC=C(C=C2)OC 3-(4-methoxybenzyl)-3,9-diazabicyclo[4.2.1]Nonane-9-carboxylic acid tert-butyl ester